OC1=CC=C(C=C1)C(C)(C1=CC=C(C=C1)O)C1=CC=C(C(C)(C)C2=CC=C(C=C2)O)C=C1 4-(4'-(1,1-bis(p-hydroxyphenyl)-ethyl)alpha,alpha-dimethylbenzyl)phenol